C(=O)(O)C1=CC=C(C=C1)C1=CC=C(C=N1)N1C(N(C2=NC=CC=C21)[C@@H]2CN(CC2)CC=2C=C(C(=O)O)C=CN2)=O (S)-2-((3-(1-(6-(4-Carboxyphenyl)pyridin-3-yl)-2-oxo-1,2-dihydro-3H-imidazo[4,5-b]pyridin-3-yl)pyrrolidin-1-yl)methyl)isonicotinic Acid